FC1=CC(=C(C=C1[N+](=O)[O-])NC1=NC=NC(=C1)N1OCCC1C1=CC=CC=C1)OC N-(4-fluoro-2-methoxy-5-nitrophenyl)-6-(3-phenylisoxazolidin-2-yl)pyrimidin-4-amine